8'-{5-[(Dimethylsulfamoyl)amino]-6-(4-methylpiperazin-1-yl)pyridin-3-yl}-3'-methyl-2',3'-dihydrospiro[cyclobutane-1,1'-pyrrolo[2,3-c]quinoline]-2'-one CN(S(=O)(=O)NC=1C=C(C=NC1N1CCN(CC1)C)C1=CC=2C3=C(C=NC2C=C1)N(C(C31CCC1)=O)C)C